CC1=CC=C(C=C1)C=1C(=CC=CC1)C(=O)[O-] 4'-methyl-2-biphenylcarboxylate